FC1=C(C=CC(=C1F)NS(=O)(=O)CC1=CC=CC=C1)C1=CC2=C(N=C(N=C2)N[C@@H]2CN(C[C@H](C2)F)C(=O)OCC2=CC=CC=C2)N(C1=O)CC(F)(F)F Benzyl (3S,5S)-3-((6-(2,3-difluoro-4-((phenylmethyl)sulfonamido)phenyl)-7-oxo-8-(2,2,2-trifluoroethyl)-7,8-dihydropyrido[2,3-d]pyrimidin-2-yl)amino)-5-fluoropiperidine-1-carboxylate